C1(CC(=CC(=C1)C)C)(C)C(=O)O 1-mesitylenecarboxylic acid